tert-butyl (2S,6S*)-6-ethoxy-2-(hydroxymethyl)-1,4-oxazocane-4-carboxylate C(C)O[C@@H]1CN(C[C@H](OCC1)CO)C(=O)OC(C)(C)C |o1:3|